C(C1=CC=CC=C1)NC(N(C1=NC=C(C=C1)C=1C=NN(C1)C)[C@@H]1CC[C@H](CC1)NC1=NC=C(C(=N1)NCC=1C=NC=CC1)C#N)=O 3-benzyl-1-(trans-4-((5-cyano-4-((pyridin-3-ylmethyl)amino)pyrimidin-2-yl)amino)cyclohexyl)-1-(5-(1-methyl-1H-pyrazol-4-yl)pyridin-2-yl)urea